(E)-N'-hydroxy-N-methyl-6-(methyl(piperidin-4-yl)amino)-N-(2-oxo-1,2-dihydropyrimidin-5-yl)pyridazine-3-carboximidamide O\N=C(\N(C=1C=NC(NC1)=O)C)/C=1N=NC(=CC1)N(C1CCNCC1)C